tributyl-3,5-dimethylbenzene C(CCC)C1=C(C(=C(C=C1C)CCCC)CCCC)C